3-bromo-6-(difluoromethoxy)-2-fluoropyridine BrC=1C(=NC(=CC1)OC(F)F)F